ClC=1N=C(C2=C(N1)C(=C(N=C2)C2=CC=CC1=CC=CC=C21)F)Cl 2,4-dichloro-8-fluoro-7-(naphthalen-1-yl)pyrido[4,3-d]pyrimidine